methyl 3-(3-bromopyrazol-1-yl)propanoate BrC1=NN(C=C1)CCC(=O)OC